C(C)OCC1NC(N([C@@H](C=2N=CC(=C(C3=CN4C(C(OCCCCC1)=N3)=NC=C4)C2)OC)C)CC)=O (12R)-16-(ethoxymethyl)-13-ethyl-8-methoxy-12-methyl-12,13,16,17,18,19,20,21-octahydro-6,23-(azeno)-11,7-(metheno)imidazo[2,1-c][1,4,10,13,15]oxatetraazacyclohenicosin-14(15H)-one